(R)-N-(6-(2-chloro-5-fluorophenyl)-3-(2,2-difluoroethyl)-8-oxo-3,6,7,8-tetrahydroimidazo[4,5-e]isoindol-5-yl)-3-fluoro-5-(trifluoromethyl)benzamide ClC1=C(C=C(C=C1)F)[C@@H]1NC(C2=C3C(=CC(=C12)NC(C1=CC(=CC(=C1)C(F)(F)F)F)=O)N(C=N3)CC(F)F)=O